[Ga].FC(C(C=1C2=CC(=C(C(=C2C(=C2C(=C(C(=C(C12)F)F)F)F)C(C(C(F)(F)F)(F)F)(F)F)F)F)F)(F)F)(C(F)(F)F)F (9,10-bis(heptafluoropropyl)heptafluoroanthracene) gallium